(3-(((Benzyloxy)carbonyl)amino)bicyclo[3.1.0]hexan-6-yl)methyl methanesulfonate CS(=O)(=O)OCC1C2CC(CC12)NC(=O)OCC1=CC=CC=C1